2-fluoro-4-(2-fluoro-2-methylpropanyl)-6-((3S)-3-methyl-4-((pyridazin-3-yl)methyl)piperazin-1-yl)benzonitrile FC1=C(C#N)C(=CC(=C1)CC(C)(C)F)N1C[C@@H](N(CC1)CC=1N=NC=CC1)C